(S)-9-(1-ethyl-3-(trifluoromethyl)-1H-pyrazol-4-yl)-4-(6-methoxychroman-4-yl)-7-((2-methyl-1H-imidazol-1-yl)methyl)-3,4-dihydrobenzo[f][1,4]oxazepin-5(2H)-one C(C)N1N=C(C(=C1)C1=CC(=CC=2C(N(CCOC21)[C@H]2CCOC1=CC=C(C=C21)OC)=O)CN2C(=NC=C2)C)C(F)(F)F